5-chloro-N-[(1S)-2-[[(1S)-1-cyano-2-[(3S)-2-oxo-3-piperidyl]ethyl]amino]-1-(cyclopropylmethyl)-2-oxo-ethyl]-1H-indole-2-carboxamide ClC=1C=C2C=C(NC2=CC1)C(=O)N[C@H](C(=O)N[C@@H](C[C@H]1C(NCCC1)=O)C#N)CC1CC1